NCCC=1CCC(=CC1)O [3H]tyramine